tert-butyl 4-((4-(((2-(2,6-dioxopiperidin-3-yl)-1,3-dioxoisoindolin-5-yl)amino)methyl)piperidin-1-yl)methyl)piperidine-1-carboxylate O=C1NC(CCC1N1C(C2=CC=C(C=C2C1=O)NCC1CCN(CC1)CC1CCN(CC1)C(=O)OC(C)(C)C)=O)=O